CN(C(=O)N1CCN(CC1)C=1N=CC=C(C(=O)O)C1)C 6-(4-(dimethylcarbamoyl)piperazin-1-yl)isonicotinic Acid